Cl.C(N)(=N)C1=CC=C(C=C1)C=1SC(=CN1)CNC(=O)C1=CC2=C(S(C3=C(C(N2)=O)C=CC=C3)(=O)=O)C=C1 N-((2-(4-carbamimidoylphenyl)thiazol-5-yl)methyl)-11-oxo-10,11-dihydrodibenzo[b,f][1,4]thiazepine-8-carboxamide 5,5-dioxide hydrochloride